ClC1=CC(NC(N1CC1=CC=C(C=C1)Cl)=O)=O 6-chloro-1-(4-chlorobenzyl)pyrimidine-2,4(1H,3H)-dione